N-(4-(1H-pyrazol-4-yl)phenyl)-2-(3,3-dimethylpiperazin-1-yl)pyrimidin-4-amine N1N=CC(=C1)C1=CC=C(C=C1)NC1=NC(=NC=C1)N1CC(NCC1)(C)C